CC(CCC(C)C)NC1=CC=C(C=C1)N N-(1,4-dimethyl-amyl)-p-phenylenediamine